ClCCNC=1C=C(C=NC1)C=1N=NN(C1)CC=1NC=CN1 2-((4-(5-((2-chloroethyl)amino)pyridin-3-yl)-1H-1,2,3-triazol-1-yl)methyl)imidazole